9-(4-dimethylaminophenyl)acridine CN(C1=CC=C(C=C1)C=1C2=CC=CC=C2N=C2C=CC=CC12)C